C1(=CC=CC=C1)C1=NC2=C3C(=CC=C2C(=N1)C1=CC=CC=C1)C=CC(=C3)C3=CC(=CC=C3)C3=NC(=C(N=C3C3=CC=CC=C3)C3=CC=CC=C3)C3=CC=CC=C3 2,4-diphenyl-9-(3-(3,5,6-triphenylpyrazin-2-yl)phenyl)benzo[h]quinazoline